2-amino-5-[8-(2-cyanoallylamino)-7-methoxy-2-naphthyl]-N-(1-methyl-4-piperidyl)pyridine-3-carboxamide NC1=NC=C(C=C1C(=O)NC1CCN(CC1)C)C1=CC2=C(C(=CC=C2C=C1)OC)NCC(=C)C#N